C[C@@H]1CN(CCC1)CC1=CC2=C(C=N1)CNC2=O 6-{[(3S)-3-methylpiperidin-1-yl]methyl}-3H-pyrrolo[3,4-c]pyridin-1-one